tin antimonic acid [Sb](O)(O)(O)=O.[Sn]